1,4-Dibromo-2,5-dioctyloxybenzene BrC1=C(C=C(C(=C1)OCCCCCCCC)Br)OCCCCCCCC